C(C(=C)C)(=O)OCCCCCCC(C)C isononyl methacrylate